C(C)(C)(C)C=1C(=NC2=CC=CC=C2N1)C=1C(=C(C=2C(=NC=CN2)N1)C)C1=CC=CC=C1 6-(3-(tert-butyl)quinoxalin-2-yl)-8-methyl-7-phenylpyrido[2,3-b]pyrazine